ClC1=C(CNC(CN2C(CC3=CC(=CC=C23)Cl)=O)=O)C(=CC=C1)F N-(2-chloro-6-fluorobenzyl)-2-(5-chloro-2-oxo-2,3-dihydro-1H-indol-1-yl)acetamide